The molecule is an organosulfur heterocyclic compound and an oxacycle that is a cyclohexane in which the carbon atoms at position 1 and 3 are replaced by an oxygen and sulfur atom respectively. It has a role as a metabolite. It is an organosulfur heterocyclic compound and an oxacycle. C1COCSC1